C(C)(C)C1OCCC1 isopropyl-oxolane